((1S,4R,6R)-6-((5-bromopyridin-2-yl)oxy)-2-azabicyclo[2.2.2]oct-2-yl)(6-methyl-3-(2H-1,2,3-triazol-2-yl)pyridin-2-yl)methanone BrC=1C=CC(=NC1)O[C@@H]1C[C@@H]2CN([C@H]1CC2)C(=O)C2=NC(=CC=C2N2N=CC=N2)C